ClC1=C(N)C=C(C(=C1I)F)F 2-Chloro-4,5-difluoro-3-iodoaniline